F[C@@H]1[C@]2(CC[C@@](C[C@@H]1OC1=NN=C(S1)C1=C(C=C(C=C1)C1=NC=NC(=N1)OC)O)(N2C)C)C 2-(5-(((1R,2R,3S,5S)-2-fluoro-1,5,8-trimethyl-8-azabicyclo[3.2.1]octan-3-yl)oxy)-1,3,4-thiadiazol-2-yl)-5-(4-methoxy-1,3,5-triazin-2-yl)phenol